O=C1OC2=C(C(=C1)C(F)(F)F)C=CC(=C2)NC=2C=C(C(=NC2)C#N)C(F)(F)F 5-((2-oxo-4-(trifluoromethyl)-2H-benzopyran-7-yl)amino)-3-(trifluoromethyl)pyridinecarbonitrile